mono-carboxyphenylboronic acid C(=O)(O)C1=CC=C(C=C1)B(O)O